(5-(5-(9-oxa-3,7-diazabicyclo[3.3.1]non-3-yl)benzo[d]oxazol-2-yl)-8-(methylamino)-2,7-naphthyridin-3-yl)cyclopropanecarboxamide hydrochloride Cl.C12CN(CC(CNC1)O2)C=2C=CC1=C(N=C(O1)C1=C3C=C(N=CC3=C(N=C1)NC)C1(CC1)C(=O)N)C2